ClC=1C=C(C=CC1C(=O)N1CCN(CC1)C(=O)C1CCNCC1)NC(=O)C=1N(C(=CN1)C=1C(=NN(C1)C1=NC=CC(=N1)NCCOC)C(F)(F)F)C N-[3-chloro-4-[4-(piperidine-4-carbonyl)piperazine-1-carbonyl]phenyl]-5-[1-[4-(2-methoxyethylamino)pyrimidin-2-yl]-3-(trifluoromethyl)pyrazol-4-yl]-1-methylimidazole-2-carboxamide